methyl 2-(4-(hydroxymethyl)piperidin-1-yl)pyrimidine-5-carboxylate OCC1CCN(CC1)C1=NC=C(C=N1)C(=O)OC